C(=C)N1C(CCC1)=O 1-vinyl-2-pyrrolidinone